tert-Butyl 3-(5-formyl-7-(thiazol-2-yl)benzo[d]oxazol-2-yl)-3,8-diazabicyclo[3.2.1]octane-8-carboxylate C(=O)C=1C=C(C2=C(N=C(O2)N2CC3CCC(C2)N3C(=O)OC(C)(C)C)C1)C=1SC=CN1